C(C=C)(=O)N1CCC(CC1)(C(=O)N1CCC(CC1)N1N=CC(=C1)C=1C=C(C=2N(C1)N=CC2C#N)OC)C#N 6-(1-(1-(1-acryloyl-4-cyanopiperidine-4-carbonyl)piperidin-4-yl)-1H-pyrazol-4-yl)-4-methoxypyrazolo[1,5-a]pyridine-3-carbonitrile